FC([C@H](N)C(=O)O)C(C)C 3-fluoroleucine